OCCOC1=C(C2=CC=C(C=C2C=C1)C1=CC2=CC=CC=C2C=C1)C1=C(C=CC2=CC(=CC=C12)C1=CC2=CC=CC=C2C=C1)OCCO 2,2'-bis(2-hydroxyethoxy)-6,6'-bis(naphthalen-2-yl)-1,1'-binaphthyl